1-(2,3-Dihydrobenzo[b][1,4]dioxin-6-yl)-4-(pyrimidin-5-yl)butane-1,4-dione O1C2=C(OCC1)C=C(C=C2)C(CCC(=O)C=2C=NC=NC2)=O